FC(C(C(=O)Cl)(C1=CC=CC=C1)OC)(F)F 3,3,3-trifluoro-2-methoxy-2-phenylpropanoyl chloride